COC1=C(C=CC(=C1)OC)C1=NC=CC=C1 2-(2,4-dimethoxyphenyl)pyridine